2-[[4-[4-(hydroxy)piperidin-1-yl]-6-[4-(methyl)-4-(hydroxy)-1-piperidinyl]-2-pyrimidinyl]amino]-4-methyl-5-thiazolecarboxylic acid ethyl ester C(C)OC(=O)C1=C(N=C(S1)NC1=NC(=CC(=N1)N1CCC(CC1)O)N1CCC(CC1)(O)C)C